FC1=CC=C(C=C1)C=1OC(=CC1C(=O)OCC)C1=CC=CC=C1 ethyl 2-(4-fluorophenyl)-5-phenylfuran-3-carboxylate